2-(4-(2-((5-methoxypyrazin-2-yl)methyl)-2H-tetrazol-5-yl)phenylsulfonylamino)acetamide tert-butyl-4-(3-(5-(benzylthio)indoline-1-carbonyl)phenyl)piperazine-1-carboxylate C(C)(C)(C)OC(=O)N1CCN(CC1)C1=CC(=CC=C1)C(=O)N1CCC2=CC(=CC=C12)SCC1=CC=CC=C1.COC=1N=CC(=NC1)CN1N=C(N=N1)C1=CC=C(C=C1)S(=O)(=O)NCC(=O)N